C1(=CC=CC=C1)COC=1C=C(C=CC1)C1CC(CC1)C(=O)O 3-(3-(phenylmethyloxy)phenyl)cyclopentane-1-carboxylic acid